C(C)(C)(C)C=1C=C(C=C(C1)C(C)(C)C)C1=CC(=CC(=C1)B1OC(C(O1)(C)C)(C)C)C1=CC(=CC(=C1)C(C)(C)C)C(C)(C)C 2-(3',3'',5',5''-tetra-tert-butyl[1,1':3,1''-terphenyl]-5-yl)-4,4,5,5-tetramethyl-1,3,2-dioxaborolane